(E)-2-methoxy-4-[(8-methylnon-6-enamido)methyl]phenyl glycinate NCC(=O)OC1=C(C=C(C=C1)CNC(CCCC\C=C\C(C)C)=O)OC